O1C2=C(OCC1)C=C(C=C2)C(C)N2C[C@@H](N(C[C@H]2CC)C(=O)OC(C)(C)C)CC tert-butyl (2S,5R)-4-(1-(2,3-dihydrobenzo[b][1,4]dioxin-6-yl)ethyl)-2,5-diethylpiperazine-1-carboxylate